N-(13,16,19,22-tetraoxa-32-tritriacontyn-1-yl)thiophene-3-carboxamide C(CCCCCCCCCCCOCCOCCOCCOCCCCCCCCCC#C)NC(=O)C1=CSC=C1